1-ethoxy-4-isocyanatobenzene C(C)OC1=CC=C(C=C1)N=C=O